ClC=1C(=NC(=C(C(=O)NC2=CC(=NC=C2)S(N)(=O)=O)C1)N1C[C@H](C(CC1)(F)F)C)C(F)(F)F (R)-5-chloro-2-(4,4-difluoro-3-methylpiperidin-1-yl)-N-(2-sulfamoylpyridin-4-yl)-6-(trifluoromethyl)nicotinamide